BrC1=C(C(=CC=C1)C(F)(F)F)S(=O)(=O)N 2-bromo-6-trifluoromethyl-benzenesulfonamide